2-((3R,4R)-3-Amino-4-fluoropiperidin-1-yl)-1-((5-fluoropyridin-2-yl)methyl)-1H-benzo[d]imidazol-5-carbonitril N[C@@H]1CN(CC[C@H]1F)C1=NC2=C(N1CC1=NC=C(C=C1)F)C=CC(=C2)C#N